CC1CCCC2=C1OC1=C2CCCC1 4-methyl-1,2,3,4,6,7,8,9-octahydrodibenzo[b,d]furan